3,7-bis-(dimethylamino)-phenothiazine CN(C=1C=CC=2NC3=CC=C(C=C3SC2C1)N(C)C)C